The molecule is a steroid sulfate oxoanion arising from deprotonation of both sulfo groups of taurolithocholic acid sulfate; major species at pH 7.3. It has a role as a human metabolite. It is a conjugate base of a taurolithocholic acid sulfate. C[C@H](CCC(=O)NCCS(=O)(=O)[O-])[C@H]1CC[C@@H]2[C@@]1(CC[C@H]3[C@H]2CC[C@H]4[C@@]3(CC[C@H](C4)OS(=O)(=O)[O-])C)C